2,3-dihydro-benzo[1,4]dioxin-2-ylmethyl-3-(3-trifluoromethyl-phenyl)-pyrrolidine O1C(COC2=C1C=CC=C2)CN2CC(CC2)C2=CC(=CC=C2)C(F)(F)F